COC[C@@H]1CCN(C(N1C1=CC=C(C(=O)O)C=C1)=O)CC1=CC=C(C=C1)C(F)(F)F (S)-4-(6-(methoxymethyl)-2-oxo-3-(4-(trifluoromethyl)benzyl)tetrahydropyrimidin-1(2H)-yl)benzoic acid